ClC=1C=CC=C2C=CC=C(C12)C1=C(C=2N=C(N=C(C2C=N1)NCC(C)(N(C)C)C)OCC12CCCN2CCC1)F N1-(7-(8-chloronaphthalen-1-yl)-8-fluoro-2-((hexahydro-1H-pyrrolizin-7a-yl)methoxy)pyrido[4,3-d]pyrimidin-4-yl)-N2,N2,2-trimethylpropane-1,2-diamine